C1(=CC=CC=C1)[C@@H](C)NC(=O)C1=NC=NC(=C1)C1=CC(=C(C=C1)Cl)Cl 6-(3,4-Dichloro-phenyl)-pyrimidine-4-carboxylic acid ((R)-1-phenyl-ethyl)-amide